FC(C1=C(C=CC=C1)COC1=C(C=C(C=C1)C1C=2C(NC(C1)=O)=NNC2)OC)F 4-(4-{[2-(Difluoromethyl)phenyl]methoxy}-3-methoxyphenyl)-2H,4H,5H,6H,7H-pyrazolo[3,4-b]pyridin-6-one